6-chloro-4-iodo-2,7-naphthyridin-1(2H)-one ClC=1C=C2C(=CNC(C2=CN1)=O)I